OC=1C=C(CNC2=C3N=CN(C3=NC=N2)[C@H]2[C@H](O)[C@H](O)[C@H](O2)CO)C=CC1 6-(3-hydroxybenzylamino)-9-β-D-ribofuranosylpurine